(p-butyloxyphenyl)triphenyl-boron C(CCC)OC1=CC=C(C=C1)C1=C(C=CC=C1)B(C1=CC=CC=C1)C1=CC=CC=C1